BrCC(=O)C1=NC=C(C(=O)N)C=C1 6-(2-bromoacetyl)nicotinamide